7-benzyloxy-6-bromo-1-methyl-indazole C(C1=CC=CC=C1)OC=1C(=CC=C2C=NN(C12)C)Br